[Ca+2].N(CC(=O)[O-])CC(=O)[O-] iminodiacetic acid calcium salt